ethyl 6-bromo-8-chloroimidazo[1,2-a]pyridine-3-carboxylate BrC=1C=C(C=2N(C1)C(=CN2)C(=O)OCC)Cl